ClC1=C(C=CC=C1NC(=O)C1=NN2C([C@H](CCC2)NC(C(=O)O)(C)C)=C1)C1=C(C(=CC=C1)NC1=NC=CC=2C1=NC=CN2)Cl (S)-2-((2-((2,2'-dichloro-3'-(pyrido[3,4-b]pyrazin-5-ylamino)-[1,1'-biphenyl]-3-yl)carbamoyl)-4,5,6,7-tetrahydropyrazolo[1,5-a]pyridin-4-yl)amino)-2-methylpropanoic acid